CC1=CC=C(C2=C1OCC21CC1)C1=NC(C(N=C1)N1C(NC2(CCC2)C1=O)=O)=O 7-[5-(7-methylspiro[2H-benzofuran-3,1'-cyclopropane]-4-yl)oxopyrazin-2-yl]-5,7-diazaspiro[3.4]octane-6,8-dione